C(C)C(CN[C@@H](CC(=O)[O-])C(=O)OCC(CCCC)CC)CCCC N-(2-ethylhexyl)aspartic acid, 2-ethylhexyl ester